diseleno phosphate P1(=O)(O[Se][Se]O1)[O-]